1,1,7,7-tetramethyl-9-(trifluoromethyl)-2,3,6,7-tetrahydro-1H,5H,11H-pyrano[2,3-f]pyrido[3,2,1-ij]quinolin-11-one CC1(CCN2C3=C(C=C4C(=C13)OC(C=C4C(F)(F)F)=O)C(CC2)(C)C)C